2-[5-[5-(2-bromophenyl)-1,2,4-oxadiazol-3-yl]Benzotriazol-1-yl]Ethanol BrC1=C(C=CC=C1)C1=NC(=NO1)C1=CC2=C(N(N=N2)CCO)C=C1